2-Oxo-2-[(2S,5R)-2-(4-fluorophenyl)-5-methyl-piperazin-1-yl]acetamide O=C(C(=O)N)N1[C@H](CN[C@@H](C1)C)C1=CC=C(C=C1)F